(3S,4S)-1-(4-(3-(hexylcarbamoyl)-4-nonanoylpiperazine-1-carbonyl)benzoyl)-N3,N4-bis((1S,2R)-2-phenylcyclopropyl)pyrrolidine-3,4-dicarboxamide C(CCCCC)NC(=O)C1CN(CCN1C(CCCCCCCC)=O)C(=O)C1=CC=C(C(=O)N2C[C@H]([C@@H](C2)C(=O)N[C@@H]2[C@H](C2)C2=CC=CC=C2)C(=O)N[C@@H]2[C@H](C2)C2=CC=CC=C2)C=C1